OC1CC(CNC1)NC([O-])=O (5-hydroxy-3-piperidyl)carbamate